5-butylthiophen C(CCC)C1=CC=CS1